BrC1=CC=C(C=C1)C(C(C(=O)OCC)(F)F)O ethyl 3-(4-bromophenyl)-2,2-difluoro-3-hydroxy-propanoate